1-(6-(Difluoromethyl)-5-methoxy-pyridin-3-yl)-4,4-difluoro-3,3-dimethyl-3,4-dihydroisochinolin FC(C1=C(C=C(C=N1)C1=NC(C(C2=CC=CC=C12)(F)F)(C)C)OC)F